[1-(Isopropylsulfonyl) piperidin-4-yl]Tert-butyl carbamate C(N)(OC(CC1CCN(CC1)S(=O)(=O)C(C)C)(C)C)=O